1-(4-(7-(difluoromethyl)-6-(1-methyl-1H-pyrazol-4-yl)-3,4-dihydroquinolin-1(2H)-yl)-6-(piperidin-4-yl)isoindolin-2-yl)ethan-1-one FC(C1=C(C=C2CCCN(C2=C1)C1=C2CN(CC2=CC(=C1)C1CCNCC1)C(C)=O)C=1C=NN(C1)C)F